BrC1=CC=C(C=C1)C(C)(C)N 1-(4-bromophenyl)-1-methylethylamine